C1(=CC=CC=C1)C(=C(C1=CC=CC=C1)F)F 1,2-diphenyldifluoroethylene